diamyl oxide C(CCCC)OCCCCC